C(C)(C)(C)OC(=O)C1=CC2=C(N=CN2CCOC)C=C1 3-(2-methoxyethyl)-1,3-benzodiazole-5-carboxylic acid tert-butyl ester